CC1(OB(OC1(C)C)C=1C=NN(C1)CC=1C=C2CCN(CC2=CC1)C(=O)OC(C)(C)C)C tert-butyl 6-((4-(4,4,5,5-tetramethyl-1,3,2-dioxaborolan-2-yl)-1H-pyrazol-1-yl)methyl)-3,4-dihydroisoquinoline-2(1H)-carboxylate